BrCCC1OCCCO1 2-(2'-bromoethyl)-1,3-dioxane